CC1=C2C(=C([NH+](C2=CC=C1)CCCCS(=O)(=O)O)C)C trimethyl-1-(4-sulfobutyl)-indolium